2-(((1-(3-fluorobenzofuran-6-yl)propan-2-yl)amino)methyl)propane-1,3-diol FC1=COC2=C1C=CC(=C2)CC(C)NCC(CO)CO